CN1N=C(C(=C1)CN1C(C2=CC=C(C=C2C=N1)S(=O)(=O)C1=CC=CC=C1)=O)C 2-((1,3-dimethyl-1H-pyrazol-4-yl)methyl)-6-(phenylsulfonyl)phthalazin-1(2H)-one